C1(CCCCC1)C=1C=CC(=NC1)CN(C(=O)[C@@H]1N(CC1)S(=O)(=O)C1=C(C(=C(C(=C1F)F)F)F)F)C=1C=C2C=NN(C(C2=CC1)=O)CO (R)-N-((5-cyclohexylpyridin-2-yl)methyl)-N-(2-(hydroxymethyl)-1-oxo-1,2-dihydrophthalazin-6-yl)-1-((perfluorophenyl)sulfonyl)azetidine-2-carboxamide